(S)-N-(1-amino-4,4,4-trifluoro-2-methyl-1-oxobutan-2-yl)-1-(5-fluoropyridin-2-yl)-8-methoxy-9-(2-methyl-2H-tetrazol-5-yl)-5,6-dihydropyrrolo[2,1-a]isoquinoline-3-carboxamide NC([C@@](CC(F)(F)F)(C)NC(=O)C1=CC(=C2N1CCC1=CC(=C(C=C21)C=2N=NN(N2)C)OC)C2=NC=C(C=C2)F)=O